4,4'-dimethylbenzil CC1=CC=C(C=C1)C(=O)C(=O)C1=CC=C(C=C1)C